(+)-4-{4-[3-(difluoromethyl)-5-(trifluoromethyl)phenoxy]-3-methoxyphenyl}-2h,4h,5h,6h,7h-pyrazolo[3,4-b]pyridin-6-one FC(C=1C=C(OC2=C(C=C(C=C2)C2C=3C(NC(C2)=O)=NNC3)OC)C=C(C1)C(F)(F)F)F